ClC1=NC(=NC2=CC=CC=C12)C1=CC=C(C=C1)OC 4-chloro-2-(4-methoxyphenyl)quinazoline